Cl.COC(C1=CC=C(C=C1)[C@H](C)NC(=O)[C@@H]1NCCC1)=O 4-((S)-1-((R)-pyrrolidin-2-amido)ethyl)benzoic acid methyl ester hydrochloride